N-(2-Methoxypyrimidin-5-yl)-1,8,10-triazatricyclo[7.4.0.02,7]trideca-2(7),3,5,8,10,12-hexaene-11-carboxamide COC1=NC=C(C=N1)NC(=O)C1=NC2=NC=3C=CC=CC3N2C=C1